4'-{3-chloro-4-[(3-chloro-5-fluoropyridin-2-yl)(2H2)methoxy]-6-methyl-2-oxoPyridin-1-yl}-3-(2-hydroxy-prop-2-yl)-5'-methyl-[1,2'-bipyridine]-2-one ClC=1C(N(C(=CC1OC([2H])([2H])C1=NC=C(C=C1Cl)F)C)C1=CC(=NC=C1C)N1C(C(=CC=C1)C(C)(C)O)=O)=O